C(#N)C1(CCN(CC1)C1=C(C=NC2=CC=CC=C12)C(=O)N1CCN(CC1)C(=O)NCC)C 4-(4-(4-Cyano-4-methylpiperidin-1-yl)quinoline-3-carbonyl)-N-ethylpiperazine-1-carboxamide